FC(C=1C(=C(C=CC1)[C@@H](C)N)C)F (R)-1-(3-(difluoromethyl)-2-methylphenyl)ethan-1-amine